benzyl 3-(oxan-4-ylamino)pyrrolidine-1-carboxylate O1CCC(CC1)NC1CN(CC1)C(=O)OCC1=CC=CC=C1